8-(3,5-difluorophenyl)-6-fluoro-3,4-dihydrobenzo[e][1,2,3]oxathiazine 2,2-dioxide FC=1C=C(C=C(C1)F)C1=CC(=CC=2CNS(OC21)(=O)=O)F